C1(=CC=CC=C1)SC=1C(CCCC1)=O 2-(phenylthio)cyclohex-2-en-1-one